CC1=CC=C(C=C1)S(=O)(=O)OC1CN2C3=C(C=C(C=C3C1)C)C=C2 8-methyl-5,6-dihydro-4H-pyrrolo[3,2,1-ij]quinolin-5-yl 4-methylbenzenesulfonate